CC(C)(C)S(=O)\N=C\1/C=2C(=NC=CC2)CC12CCN(CC2)C(=O)OC(C)(C)C tert-butyl (5Z)-5-[(2-methylpropan-2-sulfinyl) imino]-7H-spiro[cyclopenta[b]pyridine-6,4'-piperidine]-1'-carboxylate